CC(C)(COP(=O)(O)OP(=O)(O)OC[C@@H]1[C@H]([C@H]([C@@H](O1)N2C=NC3=C(N=CN=C32)N)O)OP(=O)(O)O)[C@H](C(=O)NCCC(=O)NCCSC(=O)CCCCCCCCCCCCCCC(=O)O)O The molecule is an acyl-CoA resulting from the formal condensation of the thiol group of coenzyme A with one of the two carboxy groups of hexadecanedioic acid. It derives from a hexadecanedioic acid. It is a conjugate acid of a hexadecanedioyl-CoA(5-).